chloro(crotyl)(di-t-butyl-(4-dimethylaminophenyl)phosphine) palladium (II) [Pd+2].ClC=1C(=C(C=CC1N(C)C)P(C(C)(C)C)C(C)(C)C)CC=CC